IC1=C(N(C2=C1N(C(C=C2)=O)C)S(=O)(=O)C2=CC=C(C=C2)C)C 3-iodo-2,4-dimethyl-1-(4-methylbenzene-sulfonyl)-1H,4H,5H-pyrrolo[3,2-b]pyridin-5-one